tert-butyl (2S,5S)-2-((4-fluorophenyl)(methyl)carbamoyl)-5-methylpyrrolidine-1-carboxylate FC1=CC=C(C=C1)N(C(=O)[C@H]1N([C@H](CC1)C)C(=O)OC(C)(C)C)C